tert-butyl 3-(2-(2-(3-aminopropoxy)acetamido)ethoxy)propanoate NCCCOCC(=O)NCCOCCC(=O)OC(C)(C)C